1'-(4,8-dimethoxyquinoline-2-carbonyl)-7-ethylspiro[isochroman-3,4'-piperidin]-1-one COC1=CC(=NC2=C(C=CC=C12)OC)C(=O)N1CCC2(CC1)OC(C1=CC(=CC=C1C2)CC)=O